bicyclo[2.2.1]heptan-5-ene C12CCC(C=C1)C2